2-{2-[2,7-dibromo-9-(2-perhydro-2H-pyran-2-yloxyethyl)fluoren-9-yl]ethoxy}perhydro-2H-pyran BrC1=CC=2C(C3=CC(=CC=C3C2C=C1)Br)(CCOC1OCCCC1)CCOC1OCCCC1